NC1C2CC3(CC(CC1C3)C2)C(=O)O 4-amino-adamantane-1-carboxylic acid